NC1=C2N=C(N(C2=NC(=N1)OCC)CC1=C(C=C(C=C1)CN[C@@H]1CNCC1)OC)O (S)-6-amino-2-ethoxy-9-(2-methoxy-4-((pyrrolidin-3-ylamino)methyl)benzyl)-9H-purin-8-ol